P(=O)(OCC1=CC=CC=C1)(OCC1=CC=CC=C1)OCCO[Si](C)(C)C(C)(C)C dibenzyl (2-((tert-butyldimethylsilyl)oxy)ethyl) phosphate